CN1N=C(NC1=S)C(=O)O 1-methyl-5-thioxo-4,5-dihydro-1H-1,2,4-triazole-3-carboxylic acid